1-(1-Methylpyrazol-4-yl)imidazolidine-2,4-dione CN1N=CC(=C1)N1C(NC(C1)=O)=O